(R)-3-(4-(1-Aminocyclopropyl)phenyl)-6-((4-hydroxy-1-(4,4,4-trifluoro-3-phenylbutanoyl)piperidin-4-yl)methyl)-2-methyl-2H-pyrazolo[4,3-d]pyrimidin-7(6H)-one NC1(CC1)C1=CC=C(C=C1)C=1N(N=C2C1N=CN(C2=O)CC2(CCN(CC2)C(C[C@@H](C(F)(F)F)C2=CC=CC=C2)=O)O)C